C(C#CCCCO)O 2-hexyne-1,6-diol